1-[3-[tert-butyl(dimethyl)silyl]oxy-2-[[tert-butyl(dimethyl)silyl]oxymethyl]-2-methyl-propyl]pyrazole-4-carbaldehyde [Si](C)(C)(C(C)(C)C)OCC(CN1N=CC(=C1)C=O)(C)CO[Si](C)(C)C(C)(C)C